OC1[C@H]([C@@H](O[C@H]([C@@H]1O)C)O[C@@H]1C=2C(=C3C(C=4C=CC=CC4C(C3=C(C2C[C@](C1)(C(CO)=O)O)O)=O)=O)O)I (7S,9S)-7-(((2R,3R,5R,6S)-4,5-dihydroxy-3-iodo-6-methyltetrahydro-2H-pyran-2-yl)oxy)-6,9,11-trihydroxy-9-(2-hydroxyacetyl)-7,8,9,10-tetrahydrotetracene-5,12-dione